1-(4-(4-(4-(hydroxymethyl)cyclohexyl)piperazin-1-yl)phenyl)dihydropyrimidine-2,4(1H,3H)-dione OCC1CCC(CC1)N1CCN(CC1)C1=CC=C(C=C1)N1C(NC(CC1)=O)=O